C(C)(C)(C)OC(=O)N1CCN(CC1)C1=NC=C(N=C1)Cl 4-(5-Chloropyrazin-2-yl)piperazine-1-carboxylic acid tert-butyl ester